COC1=NN(C2=C(C=CC=C12)N)C 3-methoxy-1-methyl-1H-indazol-7-amine